(6-Fluorobenzofuran-7-yl)boronic acid FC1=C(C2=C(C=CO2)C=C1)B(O)O